BrCC=1C=C(C2=C(N(C=N2)C)C1SC)C1=CC=C(C=C1)OC(F)(F)F 6-(bromomethyl)-1-methyl-7-methylsulfanyl-4-[4-(trifluoromethoxy)phenyl]benzimidazole